C(C)N(C1=CC=C2C=C(C(OC2=C1)=O)C(=O)N=[N+]=[N-])CC 7-(Diethylamino)coumarin-3-carbonyl azide